C1N(CCC2=CC=CC=C12)C[C@H](CNC(=O)C=1N=C2COC(CN2C1)C1=CC=C(C=C1)F)O N-((S)-3-(3,4-Dihydroisoquinolin-2(1H)-yl)-2-hydroxypropyl)-6-(4-fluorophenyl)-5,6-dihydro-8H-imidazo[2,1-c][1,4]oxazine-2-carboxamide